3-(2,6-bis(benzyloxy)pyridin-3-yl)-6-chloro-1-methyl-1H-pyrazolo[4,3-c]pyridine C(C1=CC=CC=C1)OC1=NC(=CC=C1C1=NN(C2=C1C=NC(=C2)Cl)C)OCC2=CC=CC=C2